C(C1=CC=CC=C1)OCC=1N(C(N(N1)C1=C(C=C2C(C(CN(C2=C1)C(C)C)C1=C(C=CC=C1)C)O)F)=O)CC Racemic-5-((Benzyloxy)methyl)-4-ethyl-2-(6-fluoro-4-hydroxy-1-isopropyl-3-(o-tolyl)-1,2,3,4-tetrahydroquinolin-7-yl)-2,4-dihydro-3H-1,2,4-triazol-3-one